OC1=C(C(=O)O)C=C(C(=C1)O)C(C)C 2,4-Dihydroxy-5-isopropylbenzoic acid